2-Azabicyclo[2.2.1]heptane C12NCC(CC1)C2